tert-butyl N-[7-(4-aminopyridin-2-yl)-2-Methoxynaphthalen-1-yl]-N-(2-cyano-2-methylideneethyl)carbamate NC1=CC(=NC=C1)C1=CC=C2C=CC(=C(C2=C1)N(C(OC(C)(C)C)=O)CC(=C)C#N)OC